N-(3-bromo-4-methylphenyl)-2-(trifluoromethyl)pyridine-4-sulfonamide BrC=1C=C(C=CC1C)NS(=O)(=O)C1=CC(=NC=C1)C(F)(F)F